(5-(2,5-dimethyl-1,2,3,4-tetrahydroisoquinolin-7-yl)-1H-pyrrolo[2,3-b]pyridin-3-yl)hexadecan-1-yn-3-ol CN1CC2=CC(=CC(=C2CC1)C)C=1C=C2C(=NC1)NC=C2C#CC(CCCCCCCCCCCCC)O